N1C=CC2=CC=C(C=C12)C(=O)N1CCC(CC1)OC1=C(C#N)C=CC=N1 2-((1-(1H-indole-6-carbonyl)piperidin-4-yl)oxy)nicotinonitrile